SC[C@H](CC=1N=CSC1)NC(OC)=O methyl (S)-(1-mercapto-3-(thiazol-4-yl)propan-2-yl)carbamate